2-cyclopropyl-N4-(4-(difluoromethoxy)phenyl)-5-Nitropyrimidine-2,4-diamine C1(CC1)C1(NC=C(C(=N1)NC1=CC=C(C=C1)OC(F)F)[N+](=O)[O-])N